2-chlorophenyl-1-cyclopropyl-ethanone trans-2-carboxybenzalpyruvate C(=O)(O)C1=C(\C=C\C(C(=O)O)=O)C=CC=C1.ClC1=C(C=CC=C1)CC(=O)C1CC1